trifluoroethylmethylsulfite FC(CS(=O)([O-])([O-])C)(F)F